CC=1N=C(C2=C(N1)C(=CN2)C(NC)=O)NCC2=C(C=CC=C2)B(O)O [[2-methyl-7-(methylcarbamoyl)-5H-pyrrolo[3,2-d]-pyrimidin-4-yl]aminomethyl]phenylboronic acid